3-(5-bromo-4-fluoro-3-methyl-2-oxo-benzimidazol-1-yl)piperidine-2,6-dione BrC1=C(C2=C(N(C(N2C)=O)C2C(NC(CC2)=O)=O)C=C1)F